C(C)(C)(C)OC(=O)\N=C(/N1CC(C1)C1=NC(=NO1)C1=CC=C(C=C1)CCCCCCCCCC)\NC(OC(C)(C)C)=O tert-butyl (Z)-(((tert-butoxycarbonyl)imino)(3-(3-(4-decylphenyl)-1,2,4-oxadiazol-5-yl)azetidin-1-yl)methyl)carbamate